N-((R)-2-(tert-Butoxy)-1-(7-((R*)-cyclopropyl(4,4,4-trifluorobutanamido)methyl)imidazo[1,2-b]pyridazin-2-yl)ethyl)-4-methyl-1,2,5-oxadiazole-3-carboxamide C(C)(C)(C)OC[C@@H](C=1N=C2N(N=CC(=C2)[C@H](NC(CCC(F)(F)F)=O)C2CC2)C1)NC(=O)C1=NON=C1C |o1:15|